BrC=1C=CC2=C(CC3(CCN(CC3)C([2H])([2H])[2H])O2)C1 5-bromo-1'-(methyl-d3)-3H-spiro[benzofuran-2,4'-piperidine]